2-methoxybenzenesulfonamide COC1=C(C=CC=C1)S(=O)(=O)N